indeno[1,3,4]oxadiazine-2,4a(3H,5H)-dicarboxylate N=1N(COC2(C1C1=CC=CC=C1C2)C(=O)[O-])C(=O)[O-]